CO\N=C(\C(=O)NC)/C1=C(C=CC=C1)CO/N=C(/C#CC1=CC=CC=C1)\C (2E)-2-Methoxyimino-N-methyl-2-[2-[[(e)-(1-methyl-3-phenyl-prop-2-ynylidene)-amino]oxymethyl]phenyl]acetamide